CON=C[C@H](O)[C@@H](O)[C@H](O)[C@H](O)CO Glucose-methyloxime